5-(4-methoxyphenyl)thiophen-2-amine COC1=CC=C(C=C1)C1=CC=C(S1)N